C(C1=CC=CC=C1)OC1=CC(=C(C=C1OC)NC(=O)C=1OC2=CC=CC=C2C(C1)=O)C=1N=NN(N1)C1=CC=C(C=C1)CCN1CC2=CC(=C(C=C2CC1)OC)OC N-(4-(Benzyloxy)-2-(2-(4-(2-(6,7-dimethoxy-3,4-dihydroisoquinolin-2(1H)-yl)ethyl)phenyl)-2H-tetrazol-5-yl)-5-methoxyphenyl)-4-oxo-4H-chromene-2-carboxamide